5-(cyclopropylmethyl)-4-(4-(difluoromethoxy)phenyl)-2-(2-methyl-2H-indazol-5-yl)-3-oxo-3,5-dihydro-2H-pyrrolo[3,2-c]pyridazine-7-sulfonamide C1(CC1)CN1C=C(C2=NN(C(C(=C21)C2=CC=C(C=C2)OC(F)F)=O)C2=CC1=CN(N=C1C=C2)C)S(=O)(=O)N